ethyl 3-oxo-3-((pyridin-2-ylmethyl)amino)propanoate O=C(CC(=O)OCC)NCC1=NC=CC=C1